(2S,4R)-4-fluoro-N-[(S)-[6-fluoro-5-(propan-2-yl)pyridin-2-yl](phenyl)methyl]-1-{2-[(2-methylpyrimidin-4-yl)amino]acetyl}pyrrolidine-2-carboxamide F[C@@H]1C[C@H](N(C1)C(CNC1=NC(=NC=C1)C)=O)C(=O)N[C@@H](C1=CC=CC=C1)C1=NC(=C(C=C1)C(C)C)F